C1COC=2C1=C1C(=CNC1=CC2)CCN(C)C 2-(1,6-dihydro-2H-furo[3,2-e]indol-8-yl)-N,N-dimethylethan-1-amine